FC=1C=NC(=NC1)NC(CN1C(C2=CC=C(C=C2C2(C1)CC2)C=C)=O)=O N-(5-fluoropyrimidin-2-yl)-2-(1'-oxo-6'-vinyl-1'H-spiro[cyclopropane-1,4'-isoquinolin]-2'(3'H)-yl)acetamide